2-(nonyl)-4[3H]quinazolinone C(CCCCCCCC)C1=NC2=CC=CC=C2C(N1)=O